COC(C)(C)C=1SC(=CN1)S(=O)N 2-(2-methoxypropan-2-yl)-1,3-thiazole-5-sulfinamide